3-(1,3-dithian-2-yl)-5-chloro-1H-indole S1C(SCCC1)C1=CNC2=CC=C(C=C12)Cl